FC1=NC(=CC(=C1)NC1=CC=C(C(=N1)C(=O)NCCC(C)C)OC)F 6-[(2,6-difluoro-4-pyridyl)amino]-N-isopentyl-3-methoxy-pyridine-2-carboxamide